COC(=O)C1=NN(C2=NC=C(C=C21)Br)COCC[Si](C)(C)C 5-bromo-1-((2-(trimethylsilyl)ethoxy)methyl)-1H-pyrazolo[3,4-b]Pyridine-3-carboxylic acid methyl ester